CC1=C(C=CC(=C1)OC)[N+](=O)[O-] methyl-4-methoxynitrobenzene